7-chloro-3-iodo-1-tosyl-1H-pyrrolo[2,3-c]pyridine ClC=1N=CC=C2C1N(C=C2I)S(=O)(=O)C2=CC=C(C)C=C2